n-butyl-4-((2,5-difluoro-4-(1-propynyl)phenyl)ethynyl)-3-fluoro-1,1'-biphenyl C(CCC)C1=C(C=CC(=C1F)C#CC1=C(C=C(C(=C1)F)C#CC)F)C1=CC=CC=C1